5-Isopropyl-N-(2-(1-methyl-1H-pyrazol-4-yl)pyrimidin-4-yl)-8-((2R,3R)-2-methyl-3-(nitromethyl)azetidin-1-yl)isoquinolin-3-amine C(C)(C)C1=C2C=C(N=CC2=C(C=C1)N1[C@@H]([C@H](C1)C[N+](=O)[O-])C)NC1=NC(=NC=C1)C=1C=NN(C1)C